5'-methyl-5-(trifluoromethyl)-3H-spiro[furo[2,3-c]pyridin-2,3'-pyrrolidine] CC1CC2(CN1)CC=1C(=CN=C(C1)C(F)(F)F)O2